C1(=CC=CC=C1)C=1N=C(N=NC1C1=CC=CC=C1)SC(C)C(CC)=O 2-[(5,6-diphenyl-1,2,4-triazin-3-yl)sulfanyl]pentan-3-one